(t-butylphenyl)diphenylsulfonium 1,2,3,4-tetrazolate N1N=NN=C1C(=O)[O-].C(C)(C)(C)C1=C(C=CC=C1)[S+](C1=CC=CC=C1)C1=CC=CC=C1